[2H]C(CC1=CNC2=CC=C(C=C12)OC)N(C)C 1-deuterio-2-(5-methoxy-1H-indol-3-yl)-N,N-dimethylethanamine